fluoro-bicyclo[3.3.2]decane FC12CCCC(CCC1)CC2